NC1=C(C=CC(=C1)C(=O)OC)C1N(CCCC1)CC1=C2C=CN(C2=C(C=C1OC)C)C(=O)OC(C)(C)C tert-butyl 4-((2-(2-amino-4-(methoxycarbonyl)phenyl)piperidin-1-yl)methyl)-5-methoxy-7-methyl-1H-indole-1-carboxylate